4-ethyl-2,6-di-t-butylphenol C(C)C1=CC(=C(C(=C1)C(C)(C)C)O)C(C)(C)C